tert-butyl (E)-3-(2-bromopyridin-4-yl)acrylate BrC1=NC=CC(=C1)/C=C/C(=O)OC(C)(C)C